6,7-difluoro-2-phenyl-1,2,3,4-tetrahydroquinoxaline FC=1C=C2NCC(NC2=CC1F)C1=CC=CC=C1